C(C)(C)(C)S(=O)N[C@H](C)C1=CC=C2C(=N1)N(C(=C2)C2=NC1=C(N2C)C(=CC(=C1)C(=O)OCC)OC)CC1CC1 ethyl 2-(6-((1R)-1-((tert-butylsulfinyl)amino)ethyl)(cyclopropylmethyl)-1H-pyrrolo[2,3-b]pyridin-2-yl)-7-methoxy-1-methyl-1H-benzo[d]imidazole-5-carboxylate